ClC1=C(C=C(C=C1N1CC2(CS(C2)(=O)=O)C1)F)C(=O)N1C(C=2C(CC1)=C(N(N2)C)C2=CC(=CC(=C2)F)F)C [2-Chloro-3-(2,2-dioxo-2λ6-thia-6-azaspiro[3.3]heptan-6-yl)-5-fluoro-phenyl]-[3-(3,5-difluorophenyl)-2,7-dimethyl-5,7-dihydro-4H-pyrazolo[3,4-c]pyridine-6-yl]methanone